C(C)S(=O)(=O)NC1=C(C=C(C=C1)C1=C2C(=NC(=C1)NC(=O)C1CCCCC1)NC=C2)F N-(4-(4-(ethylsulfonylamino)-3-fluorophenyl)-1H-pyrrolo[2,3-b]pyridin-6-yl)cyclohexylcarboxamide